C1(=CC=CC=C1)C1=CC=C(C=C1)NC1=CC=2CC3=CC=CC=C3C2C=C1 N-(4-phenylphenyl)-9H-fluoren-2-amine